O1C(C1)CCCCOC1=CC=C(C(=O)OC2=CC=C(C=C2)C2=CC=C(C=C2)OC(C2=CC=C(C=C2)OCCCCC2OC2)=O)C=C1 [1,1'-biphenyl]-4,4'-diyl bis(4-(4-(oxiran-2-yl)butoxy)benzoate)